(S)-3-(2-chloro-4'-(2-oxopiperidin-1-yl)-[1,1'-biphenyl]-3-yl)-3-fluoropiperidine-2,6-dione ClC1=C(C=CC=C1[C@@]1(C(NC(CC1)=O)=O)F)C1=CC=C(C=C1)N1C(CCCC1)=O